FC1=CC(=C(C=C1F)\N=C\C=C(\C(F)(F)F)/[O-])\N=C\C=C(\C(F)(F)F)/[O-].FC1=CC(=C(C=C1F)\N=C\C=C(\C(F)(F)F)/[O-])\N=C\C=C(\C(F)(F)F)/[O-].[Ce+4] cerium bis((2Z,2'Z,4E,4'E)-4,4'-((4,5-difluoro-1,2-phenylene)bis(azanylylidene))bis(1,1,1-trifluorobut-2-en-2-olate))